1'-(2-(1-(Cyclopropylsulfonyl)-1H-pyrazol-4-yl)pyrimidin-4-yl)-N4'-((1s,4s)-4-((dimethylamino)methyl)cyclohexyl)-5-(2,2,2-trifluoroethyl)-[2,3'-bipyridine]-4',6'-diamine C1(CC1)S(=O)(=O)N1N=CC(=C1)C1=NC=CC(=N1)N1CC(=C(C=C1N)NC1CCC(CC1)CN(C)C)C1=NC=C(C=C1)CC(F)(F)F